6-cyclopropaneamido-4-{[3-(5-ethyl-2-methyl-2H-1,2,3-triazol-4-yl)-2-methoxyphenyl]amino}-N-(2H3)methylpyridazine-3-carboxamide C1(CC1)C(=O)NC1=CC(=C(N=N1)C(=O)NC([2H])([2H])[2H])NC1=C(C(=CC=C1)C1=NN(N=C1CC)C)OC